2-methylthio-N6-hydroxy-N-valylcarbamoyladenosine CSC=1N=C(C=2N=CN([C@H]3[C@H](O)[C@H](O)[C@@H](CO)O3)C2N1)N(C(NC([C@@H](N)C(C)C)=O)=O)O